(5-(5-((4,6-Difluoro-1H-indol-5-yl)oxy)-2-fluorophenyl)-4H-1,2,4-triazol-3-yl)(3-iodophenyl)methanol FC1=C2C=CNC2=CC(=C1OC=1C=CC(=C(C1)C=1NC(=NN1)C(O)C1=CC(=CC=C1)I)F)F